phosphinylium [PH2+]=O